dianisoyl-methane C(C1=CC=C(C=C1)OC)(=O)CC(C1=CC=C(C=C1)OC)=O